C1(CC1)N(C(C(=O)OC)C1CN(C1)C(=O)OCCCC)CC1=C(C=C(C=C1)OC)OC butyl 3-[1-[cyclopropyl-[(2,4-dimethoxyphenyl)methyl]amino]-2-methoxy-2-oxo-ethyl]azetidine-1-carboxylate